P(=O)(OCCCCCCCCCCCCCCC)(OCCCCCCCCCCCCCCC)OCCCCCCCCCCCCCCC tri(pentadecyl) phosphate